ClC1=CC=C(C=C1)C1(CCN(CC1)C(=O)C1=NN(C(C2=CC=CC=C12)=O)C)O 4-[[4-(4-chlorophenyl)-4-hydroxy-1-piperidinyl]carbonyl]-2-methyl-1(2H)-phthalazinone